2-ethyl-2-methyl-1,3-propanediol benzoate benzenesulfonate C1(=CC=CC=C1)S(=O)(=O)OCC(COC(C1=CC=CC=C1)=O)(C)CC